C(C)(C)(C)OC(=O)N([C@H](C(=O)O[C@H](C(=O)OCC1=CC=CC=C1)C)CC(C)C)C (2S)-1-(benzyloxy)-1-oxopropan-2-yl (2S)-2-[[(tert-butoxy)carbonyl](methyl)amino]-4-methylpentanoate